1-(3-methoxy-4-(4-(trifluoromethyl)styryl)pyrrolidin-1-yl)prop-2-en-1-one COC1CN(CC1C=CC1=CC=C(C=C1)C(F)(F)F)C(C=C)=O